(2-fluoro-5-(2-(3-((6-(3-hydroxyazetidin-1-yl)-2-methylpyrimidin-4-yl)amino)-1H-pyrazol-5-yl)ethyl)phenyl)-3-(trifluoromethyl)benzamide FC1=C(C=C(C=C1)CCC1=CC(=NN1)NC1=NC(=NC(=C1)N1CC(C1)O)C)C1=C(C(=O)N)C=CC=C1C(F)(F)F